2-aminopyrido[3,4-d]pyrimidin-4(3H)-one NC=1NC(C2=C(N1)C=NC=C2)=O